FC(C=1C=C(CC2=NC=CC(=C2)N2N=CC=3C(NCCC32)=O)C=C(C1)F)F 1-(2-(3-(difluoromethyl)-5-fluorobenzyl)pyridin-4-yl)-1,5,6,7-tetrahydro-4H-pyrazolo[4,3-c]pyridin-4-one